7-formyl-6-((3-carbonylmorpholino)methyl)-3,4-dihydro-1,8-naphthyridin-1(2H)-carboxamide C(=O)C1=C(C=C2CCCN(C2=N1)C(=O)N)CN1C(COCC1)=C=O